4,4',4''-tricarboxy-2,2':6',2''-terpyridine C(=O)(O)C1=CC(=NC=C1)C1=NC(=CC(=C1)C(=O)O)C1=NC=CC(=C1)C(=O)O